7-bromo-2-methyl-3,4-dihydroisoquinolin-1(2H)-one BrC1=CC=C2CCN(C(C2=C1)=O)C